S1C(=NC2=C1C=CC=C2)C(CC2=CC(=CC=C2)C(N)=N)NS(=O)(=O)C=2C=C(C=CC2)NC(=O)C2CCC(CC2)NC(OC(C)(C)C)=O tert-butyl N-[4-[[3-[[1-(1,3-benzothiazol-2-yl)-2-(3-carbamimidoylphenyl)ethyl]sulfamoyl]phenyl]carbamoyl]cyclohexyl]carbamate